{5-[2-(1-ethoxyvinyl)-5-fluoropyridin-4-yl]-1-{[2-(trimethylsilyl)ethoxy]methyl}pyrazole-3-carbonyl}-4-azaspiro[2.5]octane-7-carboxylic acid methyl ester COC(=O)C1CCNC2(CC2C(=O)C2=NN(C(=C2)C2=CC(=NC=C2F)C(=C)OCC)COCC[Si](C)(C)C)C1